1-(4,5,8-trichloro-2-(((5-methylisoxazol-3-yl)methyl)sulfinyl)quinolin-3-yl)ethan-1-one ClC1=C(C(=NC2=C(C=CC(=C12)Cl)Cl)S(=O)CC1=NOC(=C1)C)C(C)=O